C(C1=CC=CC=C1)OC([C@](C)(N(C)C(=O)OC(C)(C)C)C1=CC=C(C=C1)OCC1=CC=CC=C1)=O (4-benzyloxyphenyl)-(2R)-2-[(tert-butoxycarbonyl)-methylamino]-propionic acid benzyl ester